FC1=C(C=CC(=N1)C(=O)NC)N1CCN(CC1)CC1CC=2NC(C(=CC2CO1)C=C)=O 6-fluoro-N-methyl-5-(4-((2-oxo-3-vinyl-1,5,7,8-tetrahydro-2H-pyrano[4,3-b]pyridin-7-yl)methyl)piperazin-1-yl)picolinamide